(S)-2-amino-3-(3-benzothienyl)propionamide N[C@H](C(=O)N)CC1=CSC2=C1C=CC=C2